C(C)OC(NC1=C(C=C(C=C1)NCC1=CC=C(C=C1)C(C)C)C)=O [4-(4-Isopropyl-benzylamino)-2-methylphenyl]-carbamic acid ethyl ester